2-((6-Amino-5-ethylpyridin-3-yl)amino)-2-oxoacetic acid NC1=C(C=C(C=N1)NC(C(=O)O)=O)CC